CC1=NN(C=C1)CC(=O)OCC ethyl 2-(3-methylpyrazol-1-yl)acetate